3-(7-(8-oxa-3-azabicyclo[3.2.1]oct-3-yl)-1-methyl-3-(1H-pyrazol-3-yl)-1H-pyrazolo[4,3-b]pyridin-5-yl)-8-oxa-3-azabicyclo[3.2.1]octane C12CN(CC(CC1)O2)C2=C1C(=NC(=C2)N2CC3CCC(C2)O3)C(=NN1C)C1=NNC=C1